lactoyl-methylsilanol C(C(O)C)(=O)[SiH](O)C